di(hexadecyl)phosphinic acid C(CCCCCCCCCCCCCCC)P(O)(=O)CCCCCCCCCCCCCCCC